ClC1=CC=C(C=C1)C1=NN(C[C@@H]1C1=CC=CC=C1)S(=O)(=O)C1=CC=C(C=C1)C(F)(F)F (S)-3-(4-chlorophenyl)-4-phenyl-N-((4-(trifluoromethyl)phenyl)sulfonyl)-4,5-dihydro-1H-pyrazole